C1N(CCC2=CC=CC=C12)C(=O)C1=CC=C2C=CC(=CC2=C1)N1C(NC(CC1)=O)=O 1-(7-(1,2,3,4-tetrahydroisoquinoline-2-carbonyl)naphthalen-2-yl)dihydropyrimidine-2,4(1H,3H)-dione